nitro-phenylalanine [N+](=O)([O-])N[C@@H](CC1=CC=CC=C1)C(=O)O